ClC1=C(C=CC=C1Cl)N1CC2N(C(C1)C2)CC=2C=C1C(N(C(C1=CC2)=O)N2C(NC(CC2)=O)=O)=O 5-((3-(2,3-dichlorophenyl)-3,6-diazabicyclo[3.1.1]heptane-6-yl)methyl)-2-(2,4-dioxotetrahydropyrimidin-1(2H)-yl)isoindoline-1,3-dione